N-(3-bromo-2-chlorophenyl)-5-(dimethoxymethyl)benzo[d]isoxazol-3-amine BrC=1C(=C(C=CC1)NC1=NOC2=C1C=C(C=C2)C(OC)OC)Cl